4-[4-(2-aminophenyl)-2-oxo-2,3-dihydro-1H-1,3-benzodiazol-1-yl]-N-(3,4-dichlorophenyl)piperidine-1-carboxamide NC1=C(C=CC=C1)C1=CC=CC=2N(C(NC21)=O)C2CCN(CC2)C(=O)NC2=CC(=C(C=C2)Cl)Cl